O=C1NC=NN2C1=CC(=C2CCC)C(=O)N 4-oxo-7-propyl-3,4-dihydropyrrolo[2,1-f][1,2,4]triazine-6-carboxamide